6-Bromo-4-methoxy-2-nitro-pyridin-3-ol BrC1=CC(=C(C(=N1)[N+](=O)[O-])O)OC